NC1=NC=C(C2=C1C(=C(N2C)C2=CC=C(C=C2)NC(C(=C)F)=O)C2=CC(=C(C(=O)NCC1(CC1)F)C=C2)OC)C#CC2(COC2)O 4-(4-amino-2-{4-[(2-fluoroacrylamido)]phenyl}-7-[(3-hydroxyoxetan-3-yl)ethynyl]-1-methylpyrrolo[3,2-c]pyridin-3-yl)-N-[(fluorocyclopropyl)methyl]-2-methoxybenzamide